FC(C=1C=C(C(=O)N2COC[C@H]2C(=O)OC)C=C(C1)C(F)(F)F)(F)F Methyl (S)-3-{3,5-bis(trifluoromethyl)benzoyl}oxazolidine-4-carboxylate